(1r,4r)-N1-(4-(6-Bromo-7-(trifluoromethyl)imidazo[1,2-a]pyridin-3-yl)-5-methylpyrimidin-2-yl)cyclohexane-1,4-diamine BrC=1C(=CC=2N(C1)C(=CN2)C2=NC(=NC=C2C)NC2CCC(CC2)N)C(F)(F)F